[NH4+].[O-2].[O-2].[Ti+3] titanium dioxide ammonium salt